ClC1=CC2=C(N(C(C(=C2N2CCN(CC2)C(C)C2=CC=C(C=C2)F)C#N)=O)C)S1 2-chloro-4-(4-(1-(4-fluorophenyl)ethyl)piperazin-1-yl)-7-methyl-6-oxo-6,7-dihydrothieno[2,3-b]pyridine-5-carbonitrile